OC1(C(C(=O)O)C=CC=C1)N 2-hydroxyanthranilic acid